2-(3'-sec-Butyl-5'-tert-butyl-2'-hydroxyphenyl)benzotriazole C(C)(CC)C=1C(=C(C=C(C1)C(C)(C)C)N1N=C2C(=N1)C=CC=C2)O